CN[C@H](C)C1=CC=CC=C1 |r| (±)-N-methyl-1-phenylethylamine